N-(6-amino-2-methylpyridin-3-yl)benzothiophene-2-carboxamide Tert-butyl-((S)-1-((3S,5S,7S)-adamantan-1-yl)-2-((2S,4S)-2-cyano-4-fluoropyrrolidin-1-yl)-2-oxoethyl)carbamate C(C)(C)(C)N(C(O)=O)[C@H](C(=O)N1[C@@H](C[C@@H](C1)F)C#N)C12CC3CC(CC(C1)C3)C2.NC2=CC=C(C(=N2)C)NC(=O)C=2SC3=C(C2)C=CC=C3